N-(3-amino-2,4-difluorophenyl)-5-(2,2-dichloro-3-(3-chloro-4-fluorophenyl)cyclopropane-1-carboxamido)-2-fluoro-3-methylbenzamide NC=1C(=C(C=CC1F)NC(C1=C(C(=CC(=C1)NC(=O)C1C(C1C1=CC(=C(C=C1)F)Cl)(Cl)Cl)C)F)=O)F